2-Chloro-1-methylpyridine iodide [I-].ClC1N(C=CC=C1)C